N-((tetrahydrofuran-2-yl)methyl)undecane-2-amine O1C(CCC1)CNC(C)CCCCCCCCC